(E)-1-(2'-methoxyphenyl)-2-bromoethylene COC1=C(C=CC=C1)\C=C\Br